CS(=O)(=O)/C=C/[C@H](C)NC(=O)N1[C@@H](C[C@@H](C1)C(F)(F)F)C1=CC=CC=C1 (2S,4S)-N-((S,E)-4-(methylsulfonyl)but-3-en-2-yl)-2-phenyl-4-(trifluoromethyl)pyrrolidine-1-carboxamide